FC1=C(OCC(=O)N)C=CC=C1 2-fluorophenoxyacetamide